N-(quinuclidin-3-yl)pyrazolo[1,5-a]pyridine-3-carboxamide N12CC(C(CC1)CC2)NC(=O)C=2C=NN1C2C=CC=C1